FC1(CN(C1)C=1C(=CC=2N(N1)C(=CN2)C2=NC(=NC=C2)N[C@H]2CN(C[C@@H]2F)C(=O)OC(C)(C)C)OC)F tert-butyl (3S,4S)-3-[[4-[6-(3,3-difluoroazetidin-1-yl)-7-methoxy-imidazo[1,2-b]pyridazin-3-yl]pyrimidin-2-yl]amino]-4-fluoro-pyrrolidine-1-carboxylate